tert-butyl (S)-2-((((9H-fluoren-9-yl)methoxy)carbonyl)amino)-3-(6-(o-tolyl)pyridin-3-yl)propanoate C1=CC=CC=2C3=CC=CC=C3C(C12)COC(=O)N[C@H](C(=O)OC(C)(C)C)CC=1C=NC(=CC1)C1=C(C=CC=C1)C